COCCOCCN[C@H](C)C1=CC=C(C(=O)NC2=CC=NC=C2)C=C1 (R)-4-(1-((2-(2-Methoxyethoxy)ethyl)amino)ethyl)-N-(pyridin-4-yl)benzamide